2-(2,6-dioxopiperidin-3-yl)-1-oxo-3H-isoindole-5-carboxylic acid O=C1NC(CCC1N1C(C2=CC=C(C=C2C1)C(=O)O)=O)=O